ClC1=CC2=C(C(=NO2)N2C(N3[C@H](C2)C([C@@H](C3)NS(=O)(=O)C)(F)F)=O)C(=C1F)C1=C(C=CC=C1F)F N-{(6R,7aR)-2-[6-chloro-4-(2,6-difluorophenyl)-5-fluoro-1,2-benzoxazol-3-yl]-7,7-difluoro-3-oxohexahydro-1H-pyrrolo[1,2-c]imidazol-6-yl}methanesulfonamide